O=C1NC(CCC1N1C(C2=CC=C(C=C2C1)CNC(=O)NC=1SC=C(C1C(=O)OCC(C(=O)O)=C)C)=O)=O 2-[[2-[[2-(2,6-dioxo-3-piperidyl)-1-oxo-isoindolin-5-yl]methylcarbamoylamino]-4-methyl-thiophene-3-carbonyl]oxymethyl]prop-2-enoic acid